pentaerythritol bis(2-mercaptoacetate) SCC(=O)OCC(COC(CS)=O)(CO)CO